C(C)(C)N1C=2C=CC(=CC2C=2C=C3C(=CC12)C=CN=C3)O 6-isopropylpyrido[4,3-b]carbazol-9-ol